(S)-2-((S)-3-(5-(aminomethyl)-6-oxo-1,6-dihydropyridin-3-yl)-4,4-difluoropiperidin-1-yl)-N-(5-fluoropyridin-2-yl)propionamide NCC1=CC(=CNC1=O)[C@H]1CN(CCC1(F)F)[C@H](C(=O)NC1=NC=C(C=C1)F)C